C(C=C)OC(=O)[C@H]1OC([C@@H]([C@H]([C@@H]1O)O)O)OC(C1=CC=C(C=C1)C1=C(N(C=2C=C3C=NNC3=CC21)C2=CC=C(C=C2)F)C(C)C)=O (2S,3S,4S,5R)-6-[4-[5-(4-fluorophenyl)-6-isopropyl-1H-pyrrolo[2,3-f]indazol-7-yl]benzoyl]oxy-3,4,5-trihydroxy-tetrahydropyran-2-carboxylic acid allyl ester